(2S,3R)-1-[(2S)-2-(tert-butoxycarbonylamino)-3,3-dimethyl-butanoyl]-3-methoxy-pyrrolidine-2-carboxylic acid C(C)(C)(C)OC(=O)N[C@H](C(=O)N1[C@@H]([C@@H](CC1)OC)C(=O)O)C(C)(C)C